2-[[4-[[(3,4-dimethoxyphenyl)methyl]amino]-6-[4-(dimethylamino)-1-piperidinyl]-2-pyrimidinyl]amino]-4-methyl-thiazolecarboxylic acid, ethyl ester COC=1C=C(C=CC1OC)CNC1=NC(=NC(=C1)N1CCC(CC1)N(C)C)NC1(SC=C(N1)C)C(=O)OCC